C(C)OC=1C=2N(C=C(N1)N=C(C1=CC=CC=C1)C1=CC=CC=C1)N=C(N2)C N-(8-ethoxy-2-methyl-[1,2,4]triazolo[1,5-a]pyrazin-6-yl)-1,1-diphenylmethanimine